4-trimethoxysilyltetracyclo[6.2.1.13,6.02,7]dodec-4-ene CO[Si](C=1C2C3C4CCC(C3C(C1)C2)C4)(OC)OC